2,5-dioxopyrrolidin-1-yl (((9H-fluoren-9-yl)methoxy)carbonyl)glycylglycinate C1=CC=CC=2C3=CC=CC=C3C(C12)COC(=O)NCC(=O)NCC(=O)ON1C(CCC1=O)=O